N[C@H](C(=O)N[C@H](CCCCNC(CBr)=O)C(=O)O)CCN(C(CO)=O)[C@H](C(C)(C)C)C=1N(C=C(C1)C1=C(C=CC(=C1)F)F)CC1=CC=CC=C1 N2-{(2S)-2-Amino-4-[{(1R)-1-[1-benzyl-4-(2,5-difluorophenyl)-1H-pyrrol-2-yl]-2,2-dimethylpropyl}(glycoloyl)amino]butanoyl}-N6-(bromoacetyl)-D-lysine